COC(=O)C1=CC=C(C=C1)[C@@H]1C[C@@](CC1)(C(=O)O)C cis-3-(4-(methoxycarbonyl)phenyl)-1-methylcyclopentane-1-carboxylic acid